FC(OC1=CC=C(C=N1)S(=O)(=O)Cl)F 6-(difluoromethoxy)pyridine-3-sulfonyl chloride